6-bromo-7-methyl-3-{[2-(trimethylsilyl)ethoxy]methyl}-3H-imidazo[4,5-b]pyridine BrC=1C(=C2C(=NC1)N(C=N2)COCC[Si](C)(C)C)C